C1=C(C=CC=2OC3=CC=CC=C3C3(C12)C1=CC=CC=C1C=1C=CC=CC13)B(O)O spiro[fluorene-9,9'-xanthene]-2'-ylboronic acid